2-(methylsulfinyl)-4-((tetrahydro-2H-pyran-4-yl)oxy)-5-(trifluoromethyl)pyrimidine CS(=O)C1=NC=C(C(=N1)OC1CCOCC1)C(F)(F)F